Tert-butyl 4-(4-aminobenzoyl)piperazine-1-carboxylate NC1=CC=C(C(=O)N2CCN(CC2)C(=O)OC(C)(C)C)C=C1